2,6-di(9H-carbazol-9-yl)-4-(6-phenylpyridin-2-yl)benzonitrile C1=CC=CC=2C3=CC=CC=C3N(C12)C1=C(C#N)C(=CC(=C1)C1=NC(=CC=C1)C1=CC=CC=C1)N1C2=CC=CC=C2C=2C=CC=CC12